7-amino-3-ethyl-2-methyl-5-((2-(1-((3-oxocyclobutyl)methyl)-1H-pyrazol-3-yl)ethyl)amino)pyrazolo[1,5-a]pyrimidine-6-carbonitrile NC1=C(C(=NC=2N1N=C(C2CC)C)NCCC2=NN(C=C2)CC2CC(C2)=O)C#N